C[C@@H]1CC2=C(NC(N(C2=O)C2=CC=C(C=C2)C(NC)=O)=S)CN1C(=O)OC(C)(C)C (R)-tert-butyl 6-methyl-3-(4-(methylcarbamoyl) phenyl)-4-oxo-2-thioxo-1,2,3,4,5,6-hexahydropyrido[3,4-d]pyrimidine-7(8H)-carboxylate